tert-Butyl chloromethyl cyclopropane-1,2-dicarboxylate C1(C(C1)C(=O)OCCl)C(=O)OC(C)(C)C